methyl 2-((2-(((tert-butoxycarbonyl)(2-(6-methoxy-3-nitropyridin-2-yl)ethyl)amino)methyl)-4-fluoro phenyl)amino)-5-(trifluoromethyl)benzoate C(C)(C)(C)OC(=O)N(CCC1=NC(=CC=C1[N+](=O)[O-])OC)CC1=C(C=CC(=C1)F)NC1=C(C(=O)OC)C=C(C=C1)C(F)(F)F